4-trifluoromethyl-1-[(1E)-3-bromo-1-propen-1-yl]-benzene FC(C1=CC=C(C=C1)\C=C\CBr)(F)F